ClC=1N=C(C2=C(N1)CN(CC2)C2=CC=CC1=CC=CC=C21)OC(=O)N2C(CNCC2)CC#N 2-chloro-7-(naphthalen-1-yl)-5,6,7,8-tetrahydropyrido[3,4-d]pyrimidin-4-yl-2-(cyanomethyl)piperazine-1-carboxylate